ClC=1C=CC(=C(C1)C1=CC=C2C(=CN=NC2=C1)NCC1=C(C=C(C=C1)OC)OC)OC 7-(5-chloro-2-methoxyphenyl)-N-[(2,4-dimethoxyphenyl)methyl]Cinnolin-4-amine